C(C)(=O)N[C@@H]1C[C@H](NC1)C(=O)N(C)C1=CC=C(C=C1)F (2S,4R)-4-acetamido-N-(4-fluorophenyl)-N-methylpyrrolidine-2-carboxamide